N4-hexanoyl-cytidine C(CCCCC)(=O)NC1=NC(N([C@H]2[C@H](O)[C@H](O)[C@@H](CO)O2)C=C1)=O